C(C)C1=CC=2SC(=C(C2S1)C)C#CC1=CC=C(C=C1)C1=CC=C(C=C1)CCC 5-ethyl-3-methyl-2-{[4-(4-propylphenyl)phenyl]ethynyl}thieno[3,2-b]thiophene